FC(F)(F)[Sn](C)(C)C trifluoromethyl-trimethyl-tin